N-[6-(4-Fluoro-benzylamino)-2-morpholin-4-yl-pyridin-3-yl]-2-methyl-benzamide FC1=CC=C(CNC2=CC=C(C(=N2)N2CCOCC2)NC(C2=C(C=CC=C2)C)=O)C=C1